CC1=C(C(=CC=C1)C)C1=NC=2NS(C=3C=CC=C(C(N([C@@H](COC(=C1)N2)CC(C)C)C)=O)C3)(=O)=O (11R)-6-(2,6-Dimethylphenyl)-12-methyl-11-(2-methylpropyl)-9-oxa-2λ6-thia-3,5,12,19-tetraazatricyclo[12.3.1.14,8]nonadeca-1(18),4(19),5,7,14,16-hexaene-2,2,13-trione